C(C1=CC=CC=C1)OC1=NC(=CC=C1C1=NN(C2=CC(=CC=C12)C=1CCN(CC1)[C@H](C)C1CCN(CC1)C(=O)OC(C)(C)C)C)OCC1=CC=CC=C1 tert-butyl (R)-4-(1-(4-(3-(2,6-bis(benzyloxy)pyridin-3-yl)-1-methyl-1H-indazol-6-yl)-3,6-dihydropyridin-1(2H)-yl)ethyl)piperidine-1-carboxylate